1-(6-methylpyridin-3-yl)-N-[(2-methylpyridin-4-yl)methyl]piperidin-3-amine CC1=CC=C(C=N1)N1CC(CCC1)NCC1=CC(=NC=C1)C